6-hexadecenelactone 3-hydroxybutyl-methacrylate OC(CCOC(C(=C)C)=O)C.C1(CCCCC=CCCCCCCCCCO1)=O